FC(C(=O)O)(F)F.COC(C1=C(C=C(C=C1)NC(C1=C(C=C(C=C1)NC=1N=CC2=C(C3=C(C(=NC2)C2=C(C=CC=C2OC)F)C=C(C=C3)Cl)N1)OC)=O)C#CCN)=O 2-(3-aminoprop-1-yn-1-yl)-4-(4-((9-chloro-7-(2-fluoro-6-methoxyphenyl)-5H-benzo[c]pyrimido[4,5-e]azepin-2-yl)amino)-2-methoxybenzoylamino)benzoic acid methyl ester trifluoroacetate